C(C)(C)(C)C1=NOC(=N1)C(=O)NCC1CCN(CC1)C1=NC=NC=2NC3=CC(=CC=C3C21)N2CCNCC2 3-(tert-butyl)-N-((1-(7-(piperazin-1-yl)-9H-pyrimido[4,5-b]indol-4-yl)piperidin-4-yl)methyl)-1,2,4-oxadiazole-5-carboxamide